NC(CNC(OC(C)(C)C)=O)(C)C#N tertbutyl (2-amino-2-cyanopropyl)carbamate